ClC=1C(=CC(=C(C(=O)NC2=CC(=NC=C2)S(N[C@@H]2CNCC2)(=O)=O)C1)OC1=C(C=C(C=C1)F)C)C(F)(F)F (S)-5-chloro-2-(4-fluoro-2-methylphenoxy)-N-(2-(N-(pyrrolidin-3-yl)sulfamoyl)pyridin-4-yl)-4-(Trifluoromethyl)benzamide